C(C)OC(\C(=C\C=1SC(=CC1NC(=O)OC(C)(C)C)Br)\CC#N)=O (E)-3-[5-bromo-3-(tert-butoxycarbonylamino)-2-thienyl]-2-(cyanomethyl)prop-2-enoic acid ethyl ester